6-trifluoromethoxy-9-ethyl-9H-carbazole FC(OC=1C=C2C=3C=CC=CC3N(C2=CC1)CC)(F)F